ClC=1C=C(C=C(C1)C(C)(C)C1=CC(=CC(=C1)OC(F)(F)F)OCC(F)F)C=1C2=C(SC1C(=O)N)C=CC(=C2)C(C)(C)S(=O)(=O)C (3-chloro-5-(2-(3-(2,2-difluoroethoxy)-5-(trifluoromethoxy)phenyl)propan-2-yl)phenyl)-5-(2-(methylsulfonyl)propan-2-yl)benzo[b]thiophene-2-carboxamide